COC(C1CCN(CC1)C1=CC(=C(C=C1)[C@@H]1C=2C=CC(=CC2CC[C@@H]1C1=CC=CC=C1)O)OC)OC (5S,6S)-5-(4-(4-(dimethoxymethyl)piperidin-1-yl)-2-methoxyphenyl)-6-phenyl-5,6,7,8-tetrahydronaphthalen-2-ol